CC=1N=C2N(N=C(C=C2)C=2N=C3N(C(C2)=O)C=CC=C3)C1 2-(2-methylimidazo[1,2-b]pyridazin-6-yl)pyrido[1,2-a]pyrimidin-4-one